CC(C)N1N=NC2=C1C=CC(=C2)B2OC(C(O2)(C)C)(C)C (propan-2-yl)-5-(tetramethyl-1,3,2-dioxaborolan-2-yl)-1H-1,2,3-benzotriazole